(1R,2S,3R,5R)-3-[4-amino-5-(4-benzyl-1,3-thiazol-2-yl)pyrrolo[2,3-d]pyrimidin-7-yl]-5-(piperidin-4-yl)cyclopentane-1,2-diol NC=1C2=C(N=CN1)N(C=C2C=2SC=C(N2)CC2=CC=CC=C2)[C@H]2[C@@H]([C@@H]([C@H](C2)C2CCNCC2)O)O